5-methyl-1-(1-(4-(5-methyl-hexahydropyrrolo[3,4-c]pyrrol-2(1H)-yl)benzyl)-1H-indol-5-yl)-1H-pyrazole-3-carboxamide CC1=CC(=NN1C=1C=C2C=CN(C2=CC1)CC1=CC=C(C=C1)N1CC2CN(CC2C1)C)C(=O)N